7-(4-(7-(4-(2-hydroxyethyl)piperazin-1-yl)-2-methyl-3-phenylpyrazolo[1,5-a]pyrimidin-5-yl)phenyl)-N-methoxy-N-methylheptanamide OCCN1CCN(CC1)C1=CC(=NC=2N1N=C(C2C2=CC=CC=C2)C)C2=CC=C(C=C2)CCCCCCC(=O)N(C)OC